1-oxo-2,3-dihydrobenzothiophen O=S1CCC2=C1C=CC=C2